(6R)-17-amino-12-[(2-fluoro-4-methoxy-phenyl)methyl]-6-hydroxy-6,15-bis(trifluoromethyl)-19-oxa-3,4,12,18-tetrazatricyclo[12.3.1.12,5]nonadeca-1(18),2,4,14,16-pentaen-13-one NC1=CC(=C2C(N(CCCCC[C@@](C3=NN=C(C1=N2)O3)(C(F)(F)F)O)CC3=C(C=C(C=C3)OC)F)=O)C(F)(F)F